1,2-bis-erucyl-sn-glycero-3-phosphocholine C(CCCCCCCCCCC\C=C/CCCCCCCC)OC[C@@H](OCCCCCCCCCCCC\C=C/CCCCCCCC)COP(=O)([O-])OCC[N+](C)(C)C